3-fluoropyrrolidine-3-carbonitrile FC1(CNCC1)C#N